FC(C1=NN(C=C1C(=O)NN)C)F 2-(3-(difluoromethyl)-1-methyl-1H-pyrazole-4-carbonyl)hydrazine